ClC1=C(C=C2C=C(N=CC2=C1)NC(=O)C1C(C1)C=1C=NC=CC1)C1CCN(CC1)[C@@]1(COC[C@@H]1O)C N-(7-chloro-6-(1-((3R,4R)-4-hydroxy-3-methyltetrahydrofuran-3-yl)piperidin-4-yl)isoquinolin-3-yl)-2-(pyridin-3-yl)cyclopropane-1-carboxamide